(S)-6-(4-(Dimethylamino)but-2-ynoyl)-4-(2-(1-ethyl-3-(trifluoromethyl)-1H-pyrazol-4-yl)phenyl)-4,5,6,7-tetrahydrothieno[2,3-c]pyridine-2-carbonitrile CN(CC#CC(=O)N1CC2=C([C@@H](C1)C1=C(C=CC=C1)C=1C(=NN(C1)CC)C(F)(F)F)C=C(S2)C#N)C